N-((1S)-(4,4-difluorocyclohexyl)(6-(((5S)-2-oxo-5-(trifluoromethyl)pyrrolidin-3-yl)methyl)imidazo[1,2-b]pyridazin-2-yl)methyl)-1-ethyl-1H-pyrazole-5-carboxamide FC1(CCC(CC1)[C@H](NC(=O)C1=CC=NN1CC)C=1N=C2N(N=C(C=C2)CC2C(N[C@@H](C2)C(F)(F)F)=O)C1)F